O1COC2=C1C=CC(=C2)CNC(CNCC2=CC=C(C=C2)I)=O N-(benzo[d][1,3]dioxol-5-ylmethyl)-2-((4-iodobenzyl)amino)acetamide